OC1=C(C(=O)N(CCC)C=2C=C3C=CNC3=CC2)C=C(C(=C1)O)C(C)C 2,4-dihydroxy-N-(1H-indol-5-yl)-5-isopropyl-N-propylbenzamide